6-(3-(2-(1-(3-methoxyphenyl)cyclobutoxy)acetyl)-3,8-diazabicyclo[3.2.1]octan-8-yl)nicotinonitrile COC=1C=C(C=CC1)C1(CCC1)OCC(=O)N1CC2CCC(C1)N2C2=NC=C(C#N)C=C2